ClC1=NC(=NC=C1CO)C(F)(F)F [4-Chloro-2-(trifluoromethyl)pyrimidin-5-yl]methanol